[18,30-Difluoro-32-methyl-20-oxo-15-oxa-8,9,10,21-tetraazahexacyclo[19.5.3.216,19.13,7.06,10.024,28]dotriaconta-1(26),3(32),4,6,8,16,18,24,27,30-decaen-2-yl]acetic Acid FC=1C=C2OCCCCN3N=NC4=C3C=CC(C(C3=CC=C5CCN(C(C1C(=C2)F)=O)CC5=C3)CC(=O)O)=C4C